4-[(1H-imidazol-2-yl)methyl]piperidine dihydrochloride Cl.Cl.N1C(=NC=C1)CC1CCNCC1